FC1=C(C2=CC=CC=C2C=C1OC)OC 2-fluoro-1,3-dimethoxynaphthalene